dimethyl 4-bromo-2-[(4-methoxyphenyl)methyl]-1-methyl-3-oxo-5,7-dihydrocyclopenta[c]pyridine-6,6-dicarboxylate BrC1=C2C(=C(N(C1=O)CC1=CC=C(C=C1)OC)C)CC(C2)(C(=O)OC)C(=O)OC